C(C)(C)(C)NC(=O)NC=1C=CC2=C(O[C@@H](C(N2[C@@H](C)C2=CC(=CC=C2)Cl)=O)C)C1 1-(tert-butyl)-3-((R)-4-((S)-1-(3-chlorophenyl)ethyl)-2-methyl-3-oxo-3,4-dihydro-2H-benzo[b][1,4]oxazin-7-yl)urea